NC1=NC=CC=C1C1=NC=2C(=NC(=CC2)OC(F)F)N1C1=CC=C(C=C1)CO (4-(2-(2-aminopyridin-3-yl)-5-(difluoromethoxy)-3H-imidazo[4,5-b]pyridin-3-yl)phenyl)methanol